N-(4-(3-methyl-1-(4-nitrobenzoyl)-1,2,3,6-tetrahydropyridin-4-yl)-1H-pyrrolo[2,3-b]pyridin-6-yl)cyclopropylcarboxamide CC1CN(CC=C1C1=C2C(=NC(=C1)NC(=O)C1CC1)NC=C2)C(C2=CC=C(C=C2)[N+](=O)[O-])=O